5-heptene-2,3-dicarboxamide CC(C(CC=CC)C(=O)N)C(=O)N